C1(CC1)C1=NN(C(=C1)C(F)(F)F)CC(=O)N1[C@@H]([C@@H](CC1)NC(=O)C12CC(C1)(C2)F)C2=C(C(=CC=C2)OC([2H])([2H])[2H])C N-[(2R,3R)-1-[2-[3-Cyclopropyl-5-(trifluoromethyl)pyrazol-1-yl]acetyl]-2-[2-methyl-3-(trideuteriomethoxy)phenyl]pyrrolidin-3-yl]-3-fluoro-bicyclo[1.1.1]pentane-1-carboxamide